rac-1-(((3S,5S)-1-Oxadispiro[2.2.26.23]decan-5-yl)methyl)-1H-benzo[d]imidazole-6-carbonitrile O1C[C@]12C[C@@H](C1(CC1)CC2)CN2C=NC1=C2C=C(C=C1)C#N |r|